N-(2-(4-((6,7-dimethoxy-4-oxoisochroman-3-yl)methyl)piperazin-1-yl)phenyl)acetamide COC=1C=C2C(C(OCC2=CC1OC)CN1CCN(CC1)C1=C(C=CC=C1)NC(C)=O)=O